C(CCCCCCC\C=C/CCCCCCCC)(=O)OC(COP(=O)(OCC)OCC[N+](C)(C)C)COC(CCCCCCC\C=C/CCCCCCCC)=O 2-[2,3-bis[[(Z)-octadec-9-enoyl]oxy]propoxy-ethoxyphosphoryl]oxyethyl-trimethylazanium